ClC1=CC(=C(C=C1)[C@@]1(OC2=C(C=CC=C2C=C1F)C1CCN(CC1)CC1=NC=2C(=NC(=CC2)C(=O)O)N1C[C@H]1OCC1)[2H])OC([2H])([2H])[2H] 2-((4-((S)-2-(4-chloro-2-(methoxy-d3)phenyl)-3-fluoro-2H-chromene-8-yl-2-d)piperidin-1-yl)methyl)-3-(((S)-oxetan-2-yl)methyl)-3H-imidazo[4,5-b]pyridine-5-Carboxylic acid